CC=1CCCC(C1)C1=C(C=CC=C1OC(OCCOCCOCCOCCOC)C)OC(OCCOCCOCCOCCOC)C 15,15'-((5'-methyl-1',2',3',4'-tetrahydro-[1,1'-biphenyl]-2,6-diyl)bis(oxy))bis(2,5,8,11,14-pentaoxahexadecane)